CC=1N=CSC1C1=CC=C(C=C1)CN [4-(4-methyl-1,3-thiazol-5-yl)phenyl]methanamine